8-cyclopentyl-5-methyl-2-{[(1S)-1-{4-[4-(piperazin-1-yl)tetrahydro-2H-pyran-4-yl]Phenyl}ethyl]Amino}pyrido[2,3-d]-Pyrimidine C1(CCCC1)N1CC=C(C2=C1N=C(N=C2)N[C@@H](C)C2=CC=C(C=C2)C2(CCOCC2)N2CCNCC2)C